6-(4-cyclopropoxy-6-cyclopropylpyrimidin-5-yl)-1-(4-(1-ethyl-4-(trifluoromethyl)-1H-imidazol-2-yl)benzyl)-1H-pyrazolo[3,4-d]pyrimidine C1(CC1)OC1=NC=NC(=C1C1=NC=C2C(=N1)N(N=C2)CC2=CC=C(C=C2)C=2N(C=C(N2)C(F)(F)F)CC)C2CC2